N(N)C1=C(C=CC(=C1)C1=CC=C(C=C1)C(=O)O)C1=CC=C(C=C1)C(=O)O 2'-hydrazino-[1,1':4',1''-terphenyl]-4,4''-dicarboxylic acid